(R)-2-amino-N-(4-(chlorodifluoromethoxy)phenyl)-5-(2,4-dihydropyrazolo[3',4':3,4]cyclopenta[1,2-b]pyridin-7-yl)-6-(3-fluoropyrrolidin-1-yl)nicotinamide NC1=C(C(=O)NC2=CC=C(C=C2)OC(F)(F)Cl)C=C(C(=N1)N1C[C@@H](CC1)F)C=1C=C2C(=NC1)CC=1C2=NNC1